CC1=C(C=C(C=C1)C1[C@@H]2CN(C[C@H]12)C(=O)C1CC2(C1)NC(OC2)=O)C(F)(F)F 2-((1R,5S,6S)-6-(4-methyl-3-(trifluoromethyl)phenyl)-3-azabicyclo[3.1.0]hexane-3-carbonyl)-7-oxa-5-azaspiro[3.4]octan-6-one